C(=O)(O)C=1N=NSC1S(=O)(=O)C1=CC=C(C=C1)Cl 4-carboxy-5-[(4-chlorophenyl)sulfonyl]-1,2,3-thiadiazole